P(OC1C(CCCC1)OC)OP[O-] 2-methoxycyclohexyl diphosphonite